1-(5-(quinolin-8-yl)-1H-indol-3-yl)-3-(4-(trifluoromethyl)phenyl)urea N1=CC=CC2=CC=CC(=C12)C=1C=C2C(=CNC2=CC1)NC(=O)NC1=CC=C(C=C1)C(F)(F)F